NC=1C(=C2C(=NC1C(=O)N)N(N=C2)CC)C2=C(C(=CC=C2C)OC)C 5-Amino-1-ethyl-4-(3-methoxy-2,6-dimethylphenyl)-1H-pyrazolo[3,4-b]pyridine-6-carboxamide